FC1=C(CC=2NC(=NN2)C(=O)OCC)C=CC=C1F ethyl 5-(2,3-difluorobenzyl)-4H-1,2,4-triazole-3-carboxylate